5-{1-[2-bromo-6-chloro-4-(perfluoropropyl)phenyl]-1H-pyrazol-4-yl}-2-chloro-N-cyclopropyl-nicotinamide BrC1=C(C(=CC(=C1)C(C(C(F)(F)F)(F)F)(F)F)Cl)N1N=CC(=C1)C=1C=NC(=C(C(=O)NC2CC2)C1)Cl